3-methoxy-6-[[3-methoxy-5-(4,4,5,5-tetramethyl-1,3,2-dioxaborolan-2-yl)-2-pyridyl]oxymethyl]pyridazine COC=1N=NC(=CC1)COC1=NC=C(C=C1OC)B1OC(C(O1)(C)C)(C)C